CC1=C(N=C(O1)C)C trimethyl-oxazole